P(OC(CO)OCC1CN(CCC1)C1=NC=NC2=C(C=CC=C12)OC)([O-])=O (2-hydroxy-1-((1-(8-methoxyquinazolin-4-yl) piperidin-3-yl) methoxy) ethyl) phosphonate